C(C)(C)(C)OC(CC1(CCN(CC1)CC1=CC=CC=C1)NC(=O)OC(C)(C)C)=O 2-[1-benzyl-4-(tert-Butoxycarbonylamino)-4-piperidinyl]acetic acid tert-butyl ester